2-[(2S,6S)-2,6-dimethylmorpholin-4-yl]-N-[[3-[4-[[(3S,4R)-3-fluoro-1-methyl-4-piperidyl]amino]-1-(2,2,2-trifluoroethyl)indol-2-yl]-1,2,4-oxadiazol-5-yl]methyl]thiazole-4-carboxamide C[C@H]1CN(C[C@@H](O1)C)C=1SC=C(N1)C(=O)NCC1=NC(=NO1)C=1N(C2=CC=CC(=C2C1)N[C@H]1[C@H](CN(CC1)C)F)CC(F)(F)F